tert-butyl (R)-2-methyl-4-((2-(6-(3-((4-methyl-4H-1,2,4-triazol-3-yl)methyl)oxetan-3-yl)-1-oxoisoindolin-2-yl)-6-(trifluoromethyl)pyridin-4-yl)-methyl)piperazine-1-carboxylate C[C@H]1N(CCN(C1)CC1=CC(=NC(=C1)C(F)(F)F)N1C(C2=CC(=CC=C2C1)C1(COC1)CC1=NN=CN1C)=O)C(=O)OC(C)(C)C